8-bromo-5-chloro-3-methyl-3λ6-thia-2,4-diazabicyclo[4.4.0]deca-1(6),2,4,7,9-pentaene 3-oxide BrC1=CC=2C(=NS(=NC2C=C1)(C)=O)Cl